N-Formyl-L-cysteine C(=O)N[C@@H](CS)C(=O)O